C1(=CC=CC=C1)C=1C=C(C(=O)NC=2C=C3C(=CNC3=CC2)C2CC3CCCCN3CC2)C=CC1 5-(3-phenylbenzoyl)amino-3-(octahydro-2H-quinolizin-2-yl)-1H-indole